OC1=C2CCCC(C2=CC=C1)NC(=O)C=1C(NC(=CC1)SCC1=CC(=CC=C1)C(F)(F)F)=O N-(5-hydroxy-1,2,3,4-tetrahydronaphthalen-1-yl)-2-oxo-6-((3-(trifluoromethyl)benzyl)thio)-1,2-dihydropyridine-3-carboxamide